(2s,3s)-3-((5-bromo-2-chloro-6-methylpyrimidin-4-yl)amino)bicyclo[2.2.2]octane-2-carboxylic acid ethyl ester C(C)OC(=O)[C@H]1C2CCC([C@@H]1NC1=NC(=NC(=C1Br)C)Cl)CC2